(S)-6-(tert-butyl)-N-((R)-3-oxo-1-(4-(6-oxo-1,6-dihydropyridin-3-yl)phenyl)propyl)-5,6,7,8-tetrahydrothieno[2,3-b]quinoline-2-carboxamide C(C)(C)(C)[C@@H]1CC=2C=C3C(=NC2CC1)SC(=C3)C(=O)N[C@H](CC=O)C3=CC=C(C=C3)C3=CNC(C=C3)=O